C(C)(C)C1=NC=2C(=NC(=CC2)C)N1C1=CC2=C(NCS2)C=C1 6-(2-Isopropyl-5-methyl-imidazo[4,5-b]pyridin-3-yl)-3H-1,3-benzothiazol